1,4-bishydroxyethoxybenzene OCCOC1=CC=C(C=C1)OCCO